FC1(C=2N(CC(CC1)(O)CF)N=C1C2CN(CC1)C(=O)OC(C)(C)C)F tert-Butyl 11,11-difluoro-8-(fluoromethyl)-8-hydroxy-3,4,8,9,10,11-hexahydro-1H-pyrido[4',3':3,4]pyrazolo[1,5-a]azepine-2-carboxylate